trans-4-(2-Amino-2-methylpropanoyl)-N-(1-(4-((3-aminoazetidin-1-yl)methyl)cyclohexyl)-2-oxo-1,2-dihydropyrimidin-4-yl)piperazine-1-carboxamide hydrochloride salt Cl.NC(C(=O)N1CCN(CC1)C(=O)NC1=NC(N(C=C1)[C@@H]1CC[C@H](CC1)CN1CC(C1)N)=O)(C)C